ClC1=C(C=C2C=C(N=CC2=C1)NC(=O)[C@@H]1C[C@@]12C(C2)(F)F)N2CCN(CC2)[C@@]2(COC[C@@H]2O)C (1R,3S)-N-(7-chloro-6-(4-((3R,4R)-4-hydroxy-3-methyltetrahydrofuran-3-yl)piperazin-1-yl)isoquinolin-3-yl)-4,4-difluorospiro[2.2]pentane-1-carboxamide